C1(CCCCC1)CN1N(C(=C(C1)C(F)(F)F)C)C1=CC(=NC=C1)O 2-(cyclohexylmethyl)-N-(2-hydroxypyridin-4-yl)-5-methyl-4-(trifluoromethyl)pyrazole